3-[[2-(4-chlorophenyl)imidazo[1,2-a]pyrazin-3-yl]amino]benzamide ClC1=CC=C(C=C1)C=1N=C2N(C=CN=C2)C1NC=1C=C(C(=O)N)C=CC1